C(C)(=O)OCC\C=C/CCCCCC (3Z)-3-decen-1-ol acetate